ClC=1N=CC2=C(N1)CCN(C2)C(=O)OCC2=CC=CC=C2 benzyl 2-chloro-7,8-dihydro-5H-pyrido[4,3-d]pyrimidine-6-carboxylate